tri(m-methylphenyl)phosphorus CC=1C=C(C=CC1)P(C1=CC(=CC=C1)C)C1=CC(=CC=C1)C